4-n-butylnaphthalene C(CCC)C1=CC=CC2=CC=CC=C12